C1(CCCCC1)C[C@@H](C(=O)N[C@@H](C[C@H]1C(NCC1)=O)C(C(=O)NC1CC1)=O)NC(OC(C(C)(C)C1=CC(=CC=C1)Cl)C1=C(C=CC=C1)Cl)=O 1-(2-chlorophenyl)-2-(3-chlorophenyl)-2-methylpropyl ((S)-3-cyclohexyl-1-(((S)-4-(cyclopropylamino)-3,4-dioxo-1-((S)-2-oxopyrrolidin-3-yl)butan-2-yl)amino)-1-oxopropan-2-yl)carbamate